1,3-dipalmitoyl-rac-glycero-2-phosphorylcholine C(CCCCCCCCCCCCCCC)(=O)OCC(OP(=O)(O)OCC[N+](C)(C)C)COC(CCCCCCCCCCCCCCC)=O